ClC1=C(C=NC(=C1)Cl)C1=NN=C(S1)N1CCN(CC1)C(=O)OC(C)(C)C tert-butyl 4-[5-(4,6-dichloropyridin-3-yl)-1,3,4-thiadiazol-2-yl]piperazine-1-carboxylate